N1-(4-amino-1,3-dihydrofuro[3,4-c]pyridin-7-yl)-N2-(benzo[d]thiazol-5-ylmethyl)-N2-(6,7-dihydro-5H-cyclopenta[b]pyridin-7-yl)oxalamide NC1=NC=C(C2=C1COC2)NC(C(=O)N(C2CCC=1C2=NC=CC1)CC=1C=CC2=C(N=CS2)C1)=O